ClC=1C=C(C(=NC1)N1C(C(N(C(C1)=O)CC1=CC(=C(C=C1)F)C)C1COC1)=O)F 1-(5-chloro-3-fluoropyridin-2-yl)-4-(4-fluoro-3-methyl-benzyl)-3-(oxetan-3-yl)-piperazine-2,5-dione